ClC1=NC(=C(C(=O)O)C(=C1)NC1=C(C(=CC=C1)C1=NN(C=N1)C)OC)C 6-Chloro-4-((2-methoxy-3-(1-methyl-1H-1,2,4-triazol-3-yl)phenyl)amino)-2-methylnicotinic acid